OC[C@@H](C1=CC=CC=C1)N1N=C(C=C1C(=O)NC1CCC(CC1)OC)C(=O)NC 1-((R)-2-hydroxy-1-phenylethyl)-N5-((1r,4R)-4-methoxycyclohexyl)-N3-methyl-1H-pyrazole-3,5-dicarboxamide